(R)-4-n-boc-2-methyl-piperazine C[C@@H]1CN(CCN1)C(=O)OC(C)(C)C